C[Si](O[Si](CCC)(CCC)C)(CCC)CCC 1,3-dimethyl-1,1,3,3-tetrapropyldisiloxane